OCC=1N(C2=CC=CC=C2C1\C=N/O)C1CCN(CC1)[C@@H]1CC[C@@H](CC1)C(C)C (Z)-2-(hydroxymethyl)-1-(1-(cis-4-isopropylcyclohexyl)piperidin-4-yl)-1H-indole-3-carbaldehyde oxime